C(C1=CC=CC=C1)(C1=CC=CC=C1)NC1C(N(C(C(C1)C1=C(C(=CC(=C1)F)F)F)C)CCCCCOCC#C)=O 3-(benzhydrylamino)-6-methyl-1-(5-prop-2-ynyloxypentyl)-5-(2,3,5-trifluorophenyl)piperidin-2-one